ClC=1N(C(=C(N1)C1=CC=C(C=C1)F)C1=CC=NC=C1)CC(=O)N1CCC2(CN(C2)C)CC1 2-[2-chloro-4-(4-fluorophenyl)-5-(pyridin-4-yl)-1H-imidazol-1-yl]-1-{2-methyl-2,7-diazaspiro[3.5]nonan-7-yl}ethan-1-one